C(C)OC1=C(C=CC(=C1)CC)OC(CCC1=CC=CC=C1)=O 3-phenylpropionic acid 2-ethoxy-4-ethylphenyl ester